CN1C=NC=C1C=1N=C(SC1)C(=O)NC1CCC2(CN(C2)CC(F)(F)F)CC1 4-(1-methyl-1H-imidazol-5-yl)-N-(2-(2,2,2-trifluoroethyl)-2-azaspiro[3.5]nonan-7-yl)thiazole-2-carboxamide